CNC(C(=O)O)=O oxalic acid monomethyl amide